IC=1N=C(NC1)C=O 4-iodo-1H-imidazole-2-carbaldehyde